2-amino-4,6-dichloropyrimidine-5-carbonitrile NC1=NC(=C(C(=N1)Cl)C#N)Cl